tert-butyl (1R,5S,6r)-6-[5-methyl-4-(2-pyridinyl)-1,2-oxazol-3-yl]-3-azabicyclo[3.1.0]hexane-3-carboxylate CC1=C(C(=NO1)C1[C@H]2CN(C[C@@H]12)C(=O)OC(C)(C)C)C1=NC=CC=C1